NC=1N=C(C2=C(N1)C=NN2CC=2C=C(C=CC2OC)COCCC(C)(O)C)NCCCC 4-[(3-{[5-amino-7-(butyl-amino)-1H-pyrazolo[4,3-d]pyrimidin-1-yl]methyl}-4-methoxyphenyl)methoxy]-2-methylbutan-2-ol